C(C)(C)(C)[N+](=CC1=CC=C(C=C1)F)[O-] N-t-butyl-α-4-fluorophenylnitrone